7-isopropyl-4-(3-methoxyphenyl)-11-oxo-2,6,7,11-tetrahydro-1H-furo[2,3-H]pyrido[2,1-a]isoquinoline-10-carboxylic acid C(C)(C)C1N2C(C=3C4=C(C(=CC3C1)C1=CC(=CC=C1)OC)OCC4)=CC(C(=C2)C(=O)O)=O